propargylamine hydrochloride Cl.C(C#C)N